N1(CCOCC1)C1=NC(=NC(N1C1=CC=C(C=C1)C)NC=1C=C2C=CC=NC2=CC1)N 6-Morpholin-4-yl-N-quinolin-6-yl-N1-p-tolyl-[1,3,5]triazine-2,4-diamine